OC1(CN(CC1)C(=O)C1=NC=C2N1C=C(C=C2N2CCN(CC2)C(C(C)C)=O)S(=O)(=O)NC2(COC2)C)C(F)(F)F 3-(3-Hydroxy-3-(trifluoromethyl)pyrrolidine-1-carbonyl)-8-(4-isobutyrylpiperazin-1-yl)-N-(3-methyloxetane-3-yl)imidazo[1,5-a]pyridine-6-sulfonamide